tert-butyl 6-[4-[(5-chloro-6-phenoxy-3-pyridyl)amino]pyrido[3,2-d]pyrimidin-6-yl]-1,6-diazaspiro[3.3]heptane-1-carboxylate ClC=1C=C(C=NC1OC1=CC=CC=C1)NC=1C2=C(N=CN1)C=CC(=N2)N2CC1(CCN1C(=O)OC(C)(C)C)C2